3,4,5-tribromo-1-(tetrahydro-2H-pyran-3-yl)-1H-pyrazole BrC1=NN(C(=C1Br)Br)C1COCCC1